2,4-diethylene glycol divinyl ether C(=C)OC(C)OC(C)OC=C